alpha-Glycerophosphate C(C(COP(=O)(O)O)O)O